N-[(1S,2S)-5,5-difluoro-2-hydroxycyclohexyl]-6-(trifluoromethyl)pyridine-3-carboxamide FC1(CC[C@@H]([C@H](C1)NC(=O)C=1C=NC(=CC1)C(F)(F)F)O)F